NC=1C=2N(C(=C(N1)C=1C=C(C#N)C=CC1)C1=NC=NC=C1)N=C(N2)C(O)C2=C(C(=CC=C2)F)F 3-(8-amino-2-((2,3-difluorophenyl)(hydroxy)methyl)-5-(pyrimidin-4-yl)-[1,2,4]triazolo[1,5-a]pyrazin-6-yl)benzonitrile